Tert-butyl (4-(4-(azetidin-1-yl)cyclohexyl)phenyl)carbamate N1(CCC1)C1CCC(CC1)C1=CC=C(C=C1)NC(OC(C)(C)C)=O